{5-[(3S)-3-{[(1R)-1-(naphthalen-1-yl)ethyl]amino}tetrahydro-1H-pyrrol-1-yl]-2-(propyloxy)phenyl}acetic acid C1(=CC=CC2=CC=CC=C12)[C@@H](C)N[C@@H]1CN(CC1)C=1C=CC(=C(C1)CC(=O)O)OCCC